FC(C=1C=C(C=CC1)C1C(O1)(C(=O)OCC)CC1=CC=CC=C1)(F)F ethyl 3-(3-trifluoromethylphenyl)-2-benzyloxirane-2-carboxylate